cyclopropylsulfonyl-7-fluoro-indazol-4-amine C1(CC1)S(=O)(=O)C1=NNC=2C(=CC=C(C12)N)F